1-[4-(trifluoromethyl)phenyl]Imidazole-2-sulfonyl chloride FC(C1=CC=C(C=C1)N1C(=NC=C1)S(=O)(=O)Cl)(F)F